BrC1=CC=CC=2C(OCCCC21)CNC(OC(C)(C)C)=O tert-Butyl ((6-bromo-1,3,4,5-tetrahydrobenzo[c]oxepin-1-yl)methyl)carbamate